CN1C(=CC(=C1)NC(=O)C=1N(C=C(N1)NC(CCNC(=O)C=1N(C=C(C1)NC(=O)C=1N(C=CN1)C)C)=O)CC(F)(F)F)C(=O)OC methyl 1-methyl-4-[4-(3-{[1-methyl-4-(1-methylimidazole-2-amido)pyrrol-2-yl] formamido}propanamido)-1-(2,2,2-trifluoroethyl) imidazole-2-amido]pyrrole-2-carboxylate